(S)-5-(4-cyclohexylphenyl)-7-oxo-2-(1-((triisopropylsilyl)oxy)propan-2-yl)-4,7-dihydropyrazolo[1,5-a]pyrimidine-3-carboxylic acid C1(CCCCC1)C1=CC=C(C=C1)C=1NC=2N(C(C1)=O)N=C(C2C(=O)O)[C@@H](CO[Si](C(C)C)(C(C)C)C(C)C)C